(S)-N-(3-(1-((7-cyclopropyl-5H-pyrrolo[2,3-b]pyrazin-2-yl)amino)ethyl)phenyl)-5-methylnicotinamide C1(CC1)C1=CNC2=NC=C(N=C21)N[C@@H](C)C=2C=C(C=CC2)NC(C2=CN=CC(=C2)C)=O